ClC1=C(C(=CC=C1)Cl)C=1N=C2C=3C=C(C=NC3C=CN2C1C)C=1C=NN(C1)C1CCC(CC1)O (1r,4r)-4-(4-(2-(2,6-Dichlorophenyl)-3-methylimidazo[2,1-f][1,6]naphthyridin-9-yl)-1H-pyrazol-1-yl)cyclohexan-1-ol